Acetyl-2-fluoro-DL-phenylalanine C(C)(=O)N[C@@H](CC1=C(C=CC=C1)F)C(=O)O |r|